5,6-dichloro-3-hydroxy-3-[(trimethylsilyl)methyl]-1H-indol-2-one ClC=1C=C2C(C(NC2=CC1Cl)=O)(C[Si](C)(C)C)O